FC([C@@H]1C[C@@H](CCC1)O)(F)F (1R,3S)-3-(Trifluoromethyl)cyclohexanol